C(C)(C)C1CCC(=CC1O)C 6-Isopropyl-3-methyl-2-cyclohexen-1-ol